4,9-dihydro-3H-beta-carbolin-1-ylmethyl ether C1(=NCCC=2C3=CC=CC=C3NC12)OC